C(CCC)C1C(C(C(CC1)CCCCCCCCCS)CCCCCCCCCCS)CCCCCC 10-(3-butyl-2-hexyl-6-(9-mercaptononyl)cyclohexyl)decane-1-thiol